tert-butyl 4-[4-[4-[6-(6-benzyl-3,6-diazabicyclo[3.1.1]heptan-3-yl)-3-pyridyl]-3-cyano-pyrazolo[1,5-a]pyridin-6-yl]phenyl]piperazine-1-carboxylate C(C1=CC=CC=C1)N1C2CN(CC1C2)C2=CC=C(C=N2)C=2C=1N(C=C(C2)C2=CC=C(C=C2)N2CCN(CC2)C(=O)OC(C)(C)C)N=CC1C#N